6-(3-(3-((1-phenylcyclopropyl)amino)propanoyl)-3,8-diazabicyclo[3.2.1]octan-8-yl)nicotinonitrile C1(=CC=CC=C1)C1(CC1)NCCC(=O)N1CC2CCC(C1)N2C2=NC=C(C#N)C=C2